N,N-diethylethanaminium [9-{6-[(2,5-dioxopyrrolidin-1-yl)oxy]-6-oxohexyl}-8,8-dimethyl-2-oxo-4-(trifluoromethyl)-8,9-dihydro-2H-benzo[g]chromen-6-yl]methanesulfonate O=C1N(C(CC1)=O)OC(CCCCCC1C(C=C(C=2C=C3C(=CC(OC3=CC21)=O)C(F)(F)F)CS(=O)(=O)[O-])(C)C)=O.C(C)[NH+](CC)CC